C(C1=CC=CC=C1)C1=C(SC=2N3C(COCC21)=NN=C3C)C#CC=3C=CC(=NC3)N 5-((3-benzyl-9-methyl-4H,6H-thieno[2,3-e][1,2,4]triazolo[3,4-c][1,4]oxazepin-2-yl)ethynyl)pyridin-2-amine